5-chloro-6-cyano-pyridin-3-yl 2,4,6-tri-O-acetyl-3-azido-3-deoxy-1-thio-alpha-D-galactopyranoside C(C)(=O)O[C@H]1[C@@H](SC=2C=NC(=C(C2)Cl)C#N)O[C@@H]([C@@H]([C@@H]1N=[N+]=[N-])OC(C)=O)COC(C)=O